4-phenylpyrimidine-2,4-diamine C1(=CC=CC=C1)C1(NC(=NC=C1)N)N